COC(C(CC1=CC=C(C=C1)OCCCC)N1CCN(CCN(CCN(CC1)CC(OC(C)(C)C)=O)CC(OC(C)(C)C)=O)CC(=O)OC(C)(C)C)=O methyl-3-(4-butoxyphenyl)-2-[4,7,10-tris(2-tert-butoxy-2-oxoethyl)-1,4,7,10-tetraazacyclododecan-1-yl]propanoate